CC1=C(C2=CC=CC=C2C=C1)C dimethyl-naphthalene